FC1=C(CN2C(N(C(C23CCN(CC3)C(=O)OC(C)(C)C)=O)C3=NC=CC(=C3)C(F)(F)F)=O)C=CC(=C1)F tert-butyl 1-(2,4-difluorobenzyl)-2,4-dioxo-3-(4-(trifluoromethyl)pyridin-2-yl)-1,3,8-triazaspiro[4.5]decane-8-carboxylate